(E)-5-(2-Chloro-1-(2-methyl-2H-tetrazol-5-yl)vinyl)pyrimidine Cl/C=C(/C=1N=NN(N1)C)\C=1C=NC=NC1